CN(CCOC1=NC(=CC=C1C(=O)OCC)C(F)(F)F)C ethyl 2-[2-(dimethylamino)ethoxy]-6-(trifluoromethyl)pyridine-3-carboxylate